FC(C=1C(NN=CC1N[C@H](COCCS(=O)(=O)N1CCN(CC1)C=1SC(=CN1)C(F)(F)F)C)=O)(F)F (S)-4-(Trifluoromethyl)-5-((1-(2-((4-(5-(trifluoromethyl)thiazol-2-yl)piperazin-1-yl)sulfonyl)ethoxy)propan-2-yl)amino)pyridazin-3(2H)-one